2-(4-((3-hydroxy-3-(hydroxymethyl)cyclobutyl)amino)pyrido[3,4-d]pyridazin-1-yl)-5-(trifluoromethyl)phenol OC1(CC(C1)NC=1N=NC(=C2C1C=NC=C2)C2=C(C=C(C=C2)C(F)(F)F)O)CO